ClC(=O)OC1=CC=C(C=C1)OC(=O)Cl 1,4-phenylene bis(chloroformate)